CCCCCC/C=C\CCCCCCCC(=O)OC[C@H](COP(=O)([O-])OCC[N+](C)(C)C)OC(=O)CC/C=C\C/C=C\C/C=C\C/C=C\C/C=C\CCCCC 1-(9Z-hexadecenoyl)-2-(4Z,7Z,10Z,13Z,16Z-docosapentaenoyl)-sn-glycero-3-phosphocholine